FC(CCC(=O)NC1=NC=C(C=C1)C1=CC=C2C=CN(C(C2=C1)=O)CCC)C 4-fluoro-N-(5-(1-oxo-2-propyl-1,2-dihydroisoquinolin-7-yl)pyridin-2-yl)valeramide